N[C@@H]1CC=CC[C@H]1C1=C(C2=NC(=CC(=C2S1)NCC=1SC=CC1)Cl)C#CCCO 4-(2-((1r,6r)-6-aminocyclohex-3-en-1-yl)-5-chloro-7-((thiophen-2-ylmethyl)amino)thieno[3,2-b]pyridin-3-yl)but-3-yn-1-ol